NC(C(F)F)C=1C=CC(=NC1)[C@H]1C[C@H](C1)C1=NN2C(=NC=3C(=CC=CC3C2=N1)OC)N 2-{cis-3-[5-(1-amino-2,2-difluoroethyl)pyridin-2-yl]cyclobutyl}-7-methoxy[1,2,4]triazolo[1,5-c]quinazolin-5-amine